C(C=C)OC(=O)NCCCC[C@H](N)C(=O)O N'-[(2-propenyloxy)carbonyl]-L-Lysine